O=C1NC(CCC1N1C(C2=CC=CC(=C2C1)N1CCC(CC1)CCCN1N=CC(=C1)C1=CC=C(C(=O)NC=2N=CC=3N(C2)C=C(N3)[C@@H]3N(CCC3)C)C=C1)=O)=O 4-(1-(3-(1-(2-(2,6-dioxopiperidin-3-yl)-1-oxoisoindolin-4-yl)piperidin-4-yl)propyl)-1H-pyrazol-4-yl)-N-(2-((R)-1-methylpyrrolidin-2-yl)imidazo[1,2-a]pyrazin-6-yl)benzamide